CC1=NN(C(=C1)C)C=1C=C(C=CC1)[C@H](CC(=O)OC)CN1CC2(CC1)CN(CC2)CC2=NC=1NCCCC1C=C2 methyl (3S)-3-(3-(3,5-dimethyl-1H-pyrazol-1-yl)phenyl)-4-(7-((5,6,7,8-tetrahydro-1,8-naphthyridin-2-yl)methyl)-2,7-diazaspiro[4.4]nonan-2-yl)butanoate